2-Bromo-3-pyridinesulfonyl fluoride BrC1=NC=CC=C1S(=O)(=O)F